C(C)(C)(C)[C@]1([C@]23[C@H](C(O[C@H]2OC([C@]32[C@H](C1)OC(C2)=O)=O)=O)O)O (1S,4R,7R,8S,9R,11S)-9-tert-butyl-7,9-dihydroxy-3,5,12-trioxatetracyclo[6.6.0.01,11.04,8]tetradecane-2,6,13-trione